CCCCCCO 6-hexanol